1,3,5-tri(4-tertiary butyl-3-hydroxy-2,6-dimethylphenyl)-1,3,5-triazine-2,4,6(1H,3H,5H)-trione C(C)(C)(C)C1=C(C(=C(C(=C1)C)N1C(N(C(N(C1=O)C1=C(C(=C(C=C1C)C(C)(C)C)O)C)=O)C1=C(C(=C(C=C1C)C(C)(C)C)O)C)=O)C)O